O=C1NC(CCC1N1C(C2=CC=C(C=C2C1=O)N1CCN(CC1)C1CNC1)=O)=O 3-(4-(2-(2,6-dioxopiperidin-3-yl)-1,3-dioxoisoindol-5-yl)piperazin-1-yl)azetidine